N1-(5,6-difluoro-1H-indol-3-yl)-N2-(3-methyl-5-(trifluoromethyl)phenyl)oxalamide FC=1C=C2C(=CNC2=CC1F)NC(C(=O)NC1=CC(=CC(=C1)C(F)(F)F)C)=O